(S)-3-(1-(5-(3,5-dimethylphenyl)-1,3,4-oxadiazol-2-yl)ethyl)-8-methoxy-2H-pyrido[2,3-e][1,3]oxazine-2,4(3H)-dione CC=1C=C(C=C(C1)C)C1=NN=C(O1)[C@H](C)N1C(OC2=C(C1=O)N=CC=C2OC)=O